2-cyclohexyl-2-(3-phenylbutyl)-1,3-dimethoxypropane C1(CCCCC1)C(COC)(COC)CCC(C)C1=CC=CC=C1